tributyl-(4-vinylbenzyl)ammonium chloride [Cl-].C(CCC)[N+](CC1=CC=C(C=C1)C=C)(CCCC)CCCC